ClC1=C(C=C2C(=NNC2=C1)CCC(=O)O)C1=CC=C(C=C1)C1=C(C=CC(=C1)F)O 3-(6-chloro-5-(5'-fluoro-2'-hydroxy-[1,1'-biphenyl]-4-yl)-1H-indazol-3-yl)propanoic acid